C1=CC=CC=CC1 CYCLOHEPTATRIEN